3-(3-oxo-2,3-dihydrospiro[indene-1,4'-piperidin]-6-yl)-N-(1-(piperidin-4-yl)-1H-pyrazol-4-yl)-1H-pyrrolo[2,3-b]pyridine-5-carboxamide O=C1CC2(CCNCC2)C2=CC(=CC=C12)C1=CNC2=NC=C(C=C21)C(=O)NC=2C=NN(C2)C2CCNCC2